S1C(=NC2=C1C=CC=C2)C([C@H](C[C@H]2C(NCC2)=O)NC(=O)[C@H]2N(CC[C@H](C2)C)C([C@@H](NS(=O)(=O)C)C(C)C)=O)=O (2S,4R)-N-{(2S)-1-(1,3-benzothiazol-2-yl)-1-oxo-3-[(3S)-2-oxopyrrolidin-3-yl]propan-2-yl}-4-methyl-1-[N-(methylsulfonyl)-L-valyl]piperidine-2-carboxamide